C(C1=CC=CC=C1)OC(=O)N[C@@H](CC=1OC(=CN1)C1=CC=C(C(=O)OC)C=C1)C(=O)NCCCCCC methyl (S)-4-(2-(2-(((benzyloxy)carbonyl)amino)-3-(hexylamino)-3-oxopropyl)oxazol-5-yl)benzoate